ClC1=CC=C(C(=N1)C(=O)NS(=O)(=O)C)N[C@H](C)C=1C=C(C=C2C(N(C(=NC12)C1=CC(=NC=C1)O[C@H]1C(CNCC1)(F)F)C)=O)C 6-chloro-3-(((R)-1-(2-(2-(((R)-3,3-difluoropiperidin-4-yl)oxy)pyridin-4-yl)-3,6-dimethyl-4-oxo-3,4-dihydroquinazolin-8-yl)ethyl)amino)-N-(methylsulfonyl)picolinamide